3,6-di(2-thienyl)-2,5-dihydropyrrolo[3,4-c]pyrrole-1,4-dione S1C(=CC=C1)C=1NC(C2=C(NC(C21)=O)C=2SC=CC2)=O